CC1=C2COC(C2=CC=C1)=O 4-methyl-1-oxo-1,3-dihydroisobenzofuran